ClC1=CC=C2C(=CNC2=C1C)\C=C\1/NC(N(C1=O)C(C(=O)NC(COP(=O)([O-])O)CO)C1=CC(=C(C=C1)F)F)=O (Z)-2-(2-(4-((6-chloro-7-methyl-1H-indol-3-yl)methylene)-2,5-dioxoimidazolidin-1-yl)-2-(3,4-difluorophenyl)acetamido)-3-hydroxypropyl dihydrophosphate